ClC=1C=C(NC2(CCC3([C@@H](CC4=CC=CC=C34)C[C@@H](CO)C3=CC=CC=C3)CC2)C(=O)OC)C=CC1 methyl (1r,2'R,4R)-4-(3-chloroanilino)-2'-[(2R)-3-hydroxy-2-phenylpropyl]-2',3'-dihydrospiro[cyclohexane-1,1'-indene]-4-carboxylate